FC(OC1=CC2=C(C(=NO2)N2C(N3[C@H](CC2)C([C@@H](C3)NS(=O)(=O)CC)(F)F)=O)C(=C1)C1=C(C=CC=C1F)F)F N-{(4aR,6R)-2-[6-(difluoromethoxy)-4-(2,6-difluorophenyl)-1,2-benzoxazol-3-yl]-5,5-difluoro-1-oxooctahydropyrrolo[1,2-c]pyrimidin-6-yl}ethanesulfonamide